4-(Benzo[c][1,2,5]thiadiazol-5-ylamino)-N-(4-(4-methylpiperazin-1-yl)phenyl)-2-oxo-1,2-dihydropyridine-3-carboxamide N=1SN=C2C1C=CC(=C2)NC2=C(C(NC=C2)=O)C(=O)NC2=CC=C(C=C2)N2CCN(CC2)C